FCCOC1=CC=C(C(=O)NC2CCC(CC2)NC2=CC=CC=3N2C=C(N3)C(F)(F)F)C=C1 4-(2-fluoroethoxy)-N-[(1s,4s)-4-{[2-(trifluoromethyl)imidazo[1,2-a]pyridin-5-yl]amino}cyclohexyl]benzamide